6-Cyano-3-[4-(4,4,5,5-tetramethyl-1,3,2-dioxaborolan-2-yl)-benzylamino]-pyrazine-2-carboxylic acid [(S)-1-(3,4-difluoro-phenyl)-ethyl]-amide FC=1C=C(C=CC1F)[C@H](C)NC(=O)C1=NC(=CN=C1NCC1=CC=C(C=C1)B1OC(C(O1)(C)C)(C)C)C#N